FC(OC1=C(C(=O)N(C)C2COC3=C2C=CC(=C3)F)C=C(C=N1)F)F 2-(difluoromethoxy)-5-fluoro-N-(6-fluoro-2,3-dihydrobenzofuran-3-yl)-N-methylnicotinamide